N-(4-chloro-2-hydroxyphenyl)-N-methyl-6-(4-(trifluoromethyl)phenyl)pyrazine-2-carboxamide ClC1=CC(=C(C=C1)N(C(=O)C1=NC(=CN=C1)C1=CC=C(C=C1)C(F)(F)F)C)O